CS(=O)(=O)C=1C=C(C=CC1)C#CC=1C=C(OC2=C(N=NN2)C(=O)O)C=CC1 5-(3-(2-(3-(methylsulfonyl)phenyl)ethynyl)phenoxy)-1H-1,2,3-triazole-4-carboxylic acid